estra-1,3,5(10)-triene-3,15α,16α,17α-tetrol monohydrate O.C[C@@]12[C@@H]([C@@H]([C@@H]([C@H]1[C@@H]1CCC=3C=C(C=CC3[C@H]1CC2)O)O)O)O